NC1=C2N=CN(C2=NC(=N1)OC)[C@@H]1CC[C@H](CC1)C(=O)NC1=CC(=CC=C1)OC Trans-4-(6-amino-2-methoxy-9H-purin-9-yl)-N-(3-methoxyphenyl)cyclohexanecarboxamide